CC1(CC1)C(=O)N1CCC2(CO2)CC1 (1-methylcyclopropyl)(1-oxa-6-azaspiro[2.5]octan-6-yl)methanone